((1-Methylpropyl)sulfonyl)benzene CC(CC)S(=O)(=O)C1=CC=CC=C1